(4-(cyclopropylmethylsulfonyl)phenyl)acetic acid C1(CC1)CS(=O)(=O)C1=CC=C(C=C1)CC(=O)O